NC(CCCCC(C(=O)N)=C)C 5-aminohexyl-acrylamide